tert-butyl N-[1-methyl-3-[2-(methylamino)-2-oxo-ethoxy]-2-oxo-6-quinolyl]carbamate CN1C(C(=CC2=CC(=CC=C12)NC(OC(C)(C)C)=O)OCC(=O)NC)=O